2-methoxy-3,4-dihydro-2H-pyrane COC1OC=CCC1